1-(4-Amino-2-(2-hydroxyethyl)-9-methoxy-1H-imidazo[4,5-c]quinolin-1-yl)-2-methyl-2-propanol NC1=NC=2C=CC=C(C2C2=C1N=C(N2CC(C)(O)C)CCO)OC